(1R)-1-(3-{1,1-difluoro-2-[(triethylsilyl)oxy]propyl}-2-fluorophenyl)ethan-1-amine FC(C(C)O[Si](CC)(CC)CC)(F)C=1C(=C(C=CC1)[C@@H](C)N)F